NCC1=C(C=C(C=N1)NC(=O)C1=CC2=C(OCCC3=C2SC=C3)C=C1C=1C(=NC(=CC1)C(NCCC)=O)C(=O)OC)C(F)(F)F methyl 3-(9-((6-(aminomethyl)-5-(trifluoromethyl)pyridin-3-yl)carbamoyl)-4,5-dihydrobenzo[b]thieno[2,3-d]oxepin-8-yl)-6-(propylcarbamoyl)picolinate